ClC=1C=C(C=C(C1OC1=NNC(C2=CC=CC=C12)=O)Cl)N1C(NC(C(=C1)C#N)=O)=O 1-(3,5-Dichloro-4-((4-oxo-3,4-dihydro-phthalazin-1-yl)oxy)phenyl)-2,4-dioxo-1,2,3,4-tetrahydropyrimidine-5-carbonitrile